(6,7-dimethylpyrazolo[1,5-a]pyrimidin-3-yl)(2-hydroxyphenyl)methaneone CC=1C=NC=2N(C1C)N=CC2C(=O)C2=C(C=CC=C2)O